tert-butyl (3-bromo-2-((diethoxyphosphoryl)difluoromethyl)benzo[b]thiophen-5-yl)carbamate BrC=1C2=C(SC1C(F)(F)P(=O)(OCC)OCC)C=CC(=C2)NC(OC(C)(C)C)=O